1-(6-(4-isopropyl-4H-1,2,4-triazol-3-yl)pyridin-2-yl)-3-(4'-(methylsulfonyl)-[1,1'-biphenyl]-3-yl)imidazolidin-2-one C(C)(C)N1C(=NN=C1)C1=CC=CC(=N1)N1C(N(CC1)C=1C=C(C=CC1)C1=CC=C(C=C1)S(=O)(=O)C)=O